((1r,3r)-3-hydroxycyclobutyl) carbamate C(N)(OC1CC(C1)O)=O